3-(5,7-difluoro-4-oxo-1,4-dihydroquinolin-2-yl)-4-fluorobenzonitrile FC1=C2C(C=C(NC2=CC(=C1)F)C=1C=C(C#N)C=CC1F)=O